N-((5-Bromo-2-(trifluoromethyl)benzofuran-3-yl)(phenyl)methylene)acetamide BrC=1C=CC2=C(C(=C(O2)C(F)(F)F)C(=NC(C)=O)C2=CC=CC=C2)C1